COC(=O)C1=C(C2=C(N1COCC[Si](C)(C)C)CCCCC2=O)C 3-methyl-4-oxo-1-((2-(trimethylsilyl)ethoxy)methyl)-1,4,5,6,7,8-hexahydrocyclohepta[b]pyrrole-2-carboxylic acid methyl ester